neodymium (III) nitrate salt [N+](=O)([O-])[O-].[Nd+3].[N+](=O)([O-])[O-].[N+](=O)([O-])[O-]